C12C3C4CCC(C3C(C3CCCC31)C2)C4 pentacyclo[6.5.1.13,6.02,7.09,13]pentadecane